FC1=CC=C2C=C(C=C(C2=C1F)C1=C(C=2N=C(N=C(C2C=N1)N1CC2(CC(C2)O)CCC1)OC[C@]12CCCN2C[C@@H](C1)F)F)O 6-(7-(7,8-difluoro-3-hydroxynaphthalen-1-yl)-8-fluoro-2-(((2R,7aS)-2-fluorohexahydro-1H-pyrrolizin-7a-yl)methoxy)pyrido[4,3-d]pyrimidin-4-yl)-6-azaspiro[3.5]nonan-2-ol